COC=1C=C(C=CC2=NC(=NC(=N2)C(Cl)(Cl)Cl)C(Cl)(Cl)Cl)C=CC1OC 2-(3',4'-dimethoxystyryl)-4,6-bis(trichloromethyl)s-triazine